BrC1=CC=C2C=NC(=NC2=C1O)Cl 7-Bromo-2-chloroquinazolin-8-ol